L-arginine alpha-ketoglutarate C(C[C@@H](C(=O)O)N)CN=C(N)N.C(CC(=O)O)C(=O)C(=O)O